C(#N)C=1C=C(C=CC1)S(=O)(=O)NC12CC(C1)(C2)Cl N-3-cyanobenzenesulfonyl-3-chlorobicyclo[1.1.1]pentylamine